methyl 4-((S)-1-((R)-4-((4'-carbamoyl-5-hydroxy-2'-methyl-[1,1'-biphenyl]-3-yl)methyl)morpholine-3-carboxamido)ethyl)-2-hydroxybenzoate C(N)(=O)C1=CC(=C(C=C1)C1=CC(=CC(=C1)O)CN1[C@H](COCC1)C(=O)N[C@@H](C)C1=CC(=C(C(=O)OC)C=C1)O)C